O=C1CCC2(CCN(CC2)C(=O)OC(C)(C)C)CC1 tert-butyl {9-oxo-3-azaspiro[5.5]undecan-3-yl}formate